Mercuric bromide [Hg](Br)Br